OCCCCC(=O)OCC1=CC=CC=C1 benzyl 5-hydroxypentanoate